palladium hypobromite Br[O-].[Pd+2].Br[O-]